CC1=C(OCC(=O)OC)C=CC(=C1)OC\C=C(/C1=CC=C(C=C1)C#CCN1N=CC=C1)\C1=CC=C(C=C1)C methyl (Z)-[2-methyl-4-[3-(4-methylphenyl)-3-[4-(3-pyrazol-1-ylpropynyl)phenyl]allyloxy]phenoxy]acetate